COC1=CC=C(CN(S(=O)(=O)C=2C=NN(C2)C(CNC2=NC=CC(=C2)C2=C(C(=CC(=C2)F)C(C)C)CC(=O)O)(C)C)CC2=CC=C(C=C2)OC)C=C1 2-(2-(2-((2-(4-(N,N-bis(4-methoxybenzyl)sulfamoyl)-1H-pyrazol-1-yl)-2-methylpropyl)amino)pyridin-4-yl)-4-fluoro-6-isopropylphenyl)acetic acid